BrC=1C=C(C=CC1OC1=C(C=C(C=C1)F)F)NS(=O)(=O)CC N-[3-bromo-4-(2,4-difluorophenoxy)phenyl]ethanesulfonamide